N[C@H](C(=O)NC1(CCOCC1)CO)CC1=CC(=C(C=C1)OC=1C2=C(N=CN1)NC=C2C)F (S)-2-amino-3-(3-fluoro-4-((5-methyl-7H-pyrrolo[2,3-d]pyrimidin-4-yl)oxy)phenyl)-N-(4-(hydroxymethyl)tetrahydro-2H-pyran-4-yl)propionamide